C(C1=CC=NC=C1)NC(O)=O.C(N)(OCC1=CC=NC=C1)=O isonicotinyl carbamate (isonicotinyl carbamate)